NC=1N=C(SC1C(C1=CC=CC=C1)=O)N(C1=CC(=C(C=C1)Cl)OC(F)(F)F)C(C(=O)N)C [N-(4-Amino-5-benzoylthiazol-2-yl)-4-chloro-3-(trifluoromethoxy)anilino]propanamid